C(C)[C@@H]1[C@H](C1)CO ((1s,2s)-2-ethylcyclopropyl)methanol